4-chloro-2-(7-chloro-2-methoxyquinoxalin-5-yl)-5-fluoro-6-methoxybenzo[d]thiazole ClC1=C(C(=CC2=C1N=C(S2)C2=C1N=CC(=NC1=CC(=C2)Cl)OC)OC)F